C12(CC3CC(CC(C1)C3)C2)C=2C=CC3=C(N=C(S3)N)C2C2=C(C=C(C=C2C)C)C (adamantan-1-yl)-4-mesitylbenzothiazol-2-amine